OC1=C(C=CC=C1)C1=C2C(=CC=C1)OCO2 hydroxy-2'-methylenedioxy-biphenyl